2-(2-(3-aminopyrrolidin-1-yl)-6-methylpyrimidin-4-yl)-4-(2,4-difluoro-6-methoxyphenyl)-2,3-dihydro-1H-pyrrolo[3,4-c]pyridin-1-one NC1CN(CC1)C1=NC(=CC(=N1)N1CC=2C(=NC=CC2C1=O)C1=C(C=C(C=C1OC)F)F)C